tert-Butyl ((1s,4s)-4-((methylamino)methyl)cyclohexyl)carbamate CNCC1CCC(CC1)NC(OC(C)(C)C)=O